4-(4-((5-fluoro-2-methoxybenzamido)methyl)phenyl)-2-(tetrahydro-2H-pyran-3-yl)-1H-imidazole-5-carboxylic acid ethyl ester C(C)OC(=O)C1=C(N=C(N1)C1COCCC1)C1=CC=C(C=C1)CNC(C1=C(C=CC(=C1)F)OC)=O